(R)-N'-((1,2,3,5,6,7-hexahydro-s-indacen-4-yl)carbamoyl)-4-(2-hydroxypropan-2-yl)thiazole-2-sulfonimidamide C1CCC2=C(C=3CCCC3C=C12)NC(=O)N=[S@](=O)(N)C=1SC=C(N1)C(C)(C)O